S1C=NC=C1CCO 2-(thiazol-5-yl)ethan-1-ol